4,4-difluoroazepan-hydrochloride Cl.FC1(CCNCCC1)F